3-((4-(5-(chlorodifluoromethyl)-1,2,4-oxadiazol-3-yl)phenyl)amino)-4-((2,4-difluorophenyl)amino)cyclobut-3-ene-1,2-dione ClC(C1=NC(=NO1)C1=CC=C(C=C1)NC=1C(C(C1NC1=C(C=C(C=C1)F)F)=O)=O)(F)F